ClC1=CC=C(C=C1)C=1NC(=C(N1)C1=CC=CC=C1)C1=CC=CC=C1 2-(4-chlorophenyl)-4,5-diphenyl-imidazole